2,5-dimethylpiperidin-3-ol CC1NCC(CC1O)C